BrC1=CC=CC=2SC=CC21 4-bromobenzo[b]Thiophene